Methyl 5-Cyano-2-{3,6-dimethyl-2,5-dioxo-1-[3-(trifluoromethyl)phenyl]-1H,2H,3H,4H,5H,6H,7H,8H-pyrido[4,3-d]pyrimidin-4-yl}benzoate C(#N)C=1C=CC(=C(C(=O)OC)C1)C1C2=C(N(C(N1C)=O)C1=CC(=CC=C1)C(F)(F)F)CCN(C2=O)C